(((3-iodocyclobutyl)methoxy)methyl)benzene IC1CC(C1)COCC1=CC=CC=C1